C(\C=C/C(=O)[O-])(=O)[O-] maleAt